N-[6-[2-(6-aminohexyl)phenyl]-5-[3-(3,3,3-trifluoro-2,2-dimethyl-propoxy)pyrazol-1-yl]pyrazin-2-yl]-6-fluoro-pyridine-2-sulfonamide NCCCCCCC1=C(C=CC=C1)C1=C(N=CC(=N1)NS(=O)(=O)C1=NC(=CC=C1)F)N1N=C(C=C1)OCC(C(F)(F)F)(C)C